C(#N)C(=C(C=CC1=C(C=CC(=C1)C(=O)O)C1=CC=CC=C1)C=1C(OC2=CC(=CC=C2C1)N(CC)CC)=O)C#N (4,4-dicyano-3-(7-diethylamino-coumarin-3-yl)-1,3-butadienyl)-[1,1'-biphenyl]-4-formic acid